CC1=CC=CC(=N1)C1=NNC=C1C=1N=C2C=C(C=NC2=CC1)O 6-[3-(6-methyl-2-pyridyl)-1H-pyrazol-4-yl]-1,5-naphthyridin-3-ol